(2S,11aR)-2-((8-fluoro-2-oxo-1,2,3,4-tetrahydro-1,6-naphthyridin-7-yl)oxy)-6-isopropoxy-8-Methyl-2,3,11,11a-tetrahydro-1H,5H-benzo[f]pyrrolo[2,1-c][1,4]oxazepin-5-one FC=1C(=NC=C2CCC(NC12)=O)O[C@H]1C[C@@H]2COC3=C(C(N2C1)=O)C(=CC(=C3)C)OC(C)C